Cl.[Br-].[Cr+3].ClN(Cl)Cl.[Br-].[Br-] Chloronitrogen chloride chromium bromide hydrochloride